NC1=NC=2C=CC(=CC2C2=C1COC2)C(=O)N(CC2=NC=C(C=C2)C(F)(F)F)C2=CC(=CC=C2)F 4-amino-N-(3-fluorophenyl)-N-((5-(trifluoromethyl)-2-pyridinyl)methyl)-1,3-dihydrofuro[3,4-c]quinoline-8-carboxamide